COC=1C=C(C=CC1OC)C1=CC=NC=2N1N=C(C2)C(=O)NC2=CC=C(C=C2)OC 7-(3,4-dimethoxyphenyl)-N-(4-methoxyphenyl)pyrazolo[1,5-a]pyrimidine-2-carboxamide